1-(4-fluorophenyl)-6-methyl-5-(1-({1-methyl-1H-pyrazol-4-yl}sulfonyl)-3-(3-(trifluoromethyl)benzyl)pyrrolidin-3-yl)-1H-indazole FC1=CC=C(C=C1)N1N=CC2=CC(=C(C=C12)C)C1(CN(CC1)S(=O)(=O)C=1C=NN(C1)C)CC1=CC(=CC=C1)C(F)(F)F